ClC1=CC=C(CN2C(=NC=3N(C(N(C(C23)=O)CCCO)=O)CC)OC2=CC=C(C=C2)F)C=C1 7-(4-chlorobenzyl)-3-ethyl-8-(4-fluorophenoxy)-1-(3-hydroxypropyl)-1H-purine-2,6(3H,7H)-dione